C(CCCCCCC(C)C)OC(C1=CC=CC=C1)=O benzoic acid Isodecyl ester